4-(5-(4-Chloro-2-fluorophenyl)pyridin-2-yl)piperazine-1-carboxylic acid ClC1=CC(=C(C=C1)C=1C=CC(=NC1)N1CCN(CC1)C(=O)O)F